((3-(3-fluoroazetidin-1-yl)thiophen-2-yl)methyl)-2-(9-(pyridin-2-yl)-6-oxaspiro[4.5]decan-9-yl)ethanamine FC1CN(C1)C1=C(SC=C1)CC(CC1(CCOC2(CCCC2)C1)C1=NC=CC=C1)N